6-(2,4-dichloro-phenylamino)-7-fluoro-3-methyl-3H-benzimidazole-5-carboxylic acid (2-hydroxy-ethoxy)-amide OCCONC(=O)C1=CC2=C(N=CN2C)C(=C1NC1=C(C=C(C=C1)Cl)Cl)F